(1aR,5aR)-2-(2,4-difluoro-phenyl)-1a,2,5,5a-tetrahydro-1H-2,3-diaza-cyclopropa[a]pentalene-4-carboxylic acid (1-oxo-methyl-cyclopentyl)-amide O=C1C(CCC1)(C)NC(=O)C=1C=2C[C@@H]3[C@H](C2N(N1)C1=C(C=C(C=C1)F)F)C3